2-(2-methoxy-ethoxy)-4-methyl-6-morpholin-4-yl-pyridine-3-carboxylic acid amide COCCOC1=NC(=CC(=C1C(=O)N)C)N1CCOCC1